(R)-6-((1-(3-(difluoromethyl)-2-fluorophenyl)ethyl)amino)-N,N,8-trimethyltetrazolo[1',5':1,6]pyrido[2,3-d]pyrimidine-4-carboxamide FC(C=1C(=C(C=CC1)[C@@H](C)NC1=C2C(=NC(=N1)C)N1C(C(=C2)C(=O)N(C)C)=NN=N1)F)F